FC(S(=O)(=O)[O-])(F)F.COC(=O)OC1=CC=C(C=C1)[S+](C)C (4-((methoxycarbonyl)oxy)phenyl)dimethyl-sulfonium trifluoromethanesulfonate